4-[m-chloro-p-N,N-bis(chloroethyl)aminophenyl]-2,6-bis(trichloromethyl)-s-triazine ClC=1C=C(C=CC1N(CCCl)CCCl)C1=NC(=NC(=N1)C(Cl)(Cl)Cl)C(Cl)(Cl)Cl